C(C)(C)(C)OC(=O)N1CCN(CC1)C1=NC(=NC2=CC(=C(C=C12)Cl)Br)C(F)(F)F 4-(7-bromo-6-chloro-2-(trifluoromethyl)quinazolin-4-yl)piperazine-1-carboxylic acid tert-butyl ester